BrC1=C(C=C(C=C1Cl)[N+](=O)[O-])Cl 2-bromo-1,3-dichloro-5-nitrobenzene